FC(C(=O)NC1=CC(=C2C=CC3=C(C=C(C4=CC=C1C2=C34)S(=O)(=O)CCCO)S(=O)(=O)CCCO)S(=O)(=O)CCCO)(F)F 2,2,2-Trifluoro-N-[3,6,8-tris[(3-hydroxypropyl)sulfonyl]pyren-1-yl]-acetamide